5-[(1S,2S)-2-{[3-chloro-4-(1-methylcyclopropyl)phenyl]carbonyl}cyclopropyl]-2H-1,2,3,4-tetrazole ClC=1C=C(C=CC1C1(CC1)C)C(=O)[C@@H]1[C@H](C1)C=1N=NNN1